methyl-piperazine CN1CCNCC1